4-aminotetrahydro-2H-thiopyran-1,1-dioxide hydrochloride salt Cl.NC1CCS(CC1)(=O)=O